C(C(=C)C)(=O)OCCOC(C1=CC=C(C=C1)OC(CCC)=O)=O 2-(4-butanoyloxybenzoyloxy)ethyl methacrylate